C(CCN(CCNC(C1=CC=CC=C1)(C1=CC=CC=C1)C1=CC=CC=C1)CCNC(C1=CC=CC=C1)(C1=CC=CC=C1)C1=CC=CC=C1)N(CCNC(C1=CC=CC=C1)(C1=CC=CC=C1)C1=CC=CC=C1)CCNC(C1=CC=CC=C1)(C1=CC=CC=C1)C1=CC=CC=C1 N1,N1'-(propane-1,3-diyl)bis(N2-trityl-N1-(2-(tritylamino)ethyl)ethane-1,2-diamine)